BrC=1C=C(C=C2C(N(C(=NC12)Cl)C)=O)Cl 8-bromo-2,6-dichloro-3-methyl-quinazolin-4-one